CC(O)(C1=CC(=CC=C1)C(O)(C)C)C α,α,α',α'-tetramethyl-1,3-benzenedimethanol